10-oxo-5,10-dihydro-6H-pyrido[1,2-h][1,7]naphthyridine-9-carbohydrazide O=C1C=C2N(CCC=3C=CC=NC23)C=C1C(=O)NN